tert-butyl 4-(3-bromo-4-(methoxycarbonyl)phenyl)-piperazine-1-carboxylate BrC=1C=C(C=CC1C(=O)OC)N1CCN(CC1)C(=O)OC(C)(C)C